4-[(4-cyclohexylphenyl)amino]-2-(2-cyclopropylpyridin-4-yl)-6-(propan-2-yl)-5,6-dihydro-7H-pyrrolo[3,4-d]pyrimidin-7-one C1(CCCCC1)C1=CC=C(C=C1)NC=1C2=C(N=C(N1)C1=CC(=NC=C1)C1CC1)C(N(C2)C(C)C)=O